10-(phenyl-2,3,4,5,6-d5)-9-anthryl-boric acid C1(=C(C(=C(C(=C1[2H])[2H])[2H])[2H])[2H])C1=C2C=CC=CC2=C(C2=CC=CC=C12)OB(O)O